2'-(benzyloxy)-3'-nitro-[1,1'-biphenyl]-3-carboxylic acid C(C1=CC=CC=C1)OC1=C(C=CC=C1[N+](=O)[O-])C1=CC(=CC=C1)C(=O)O